(1E,2E)-N1,N2-bis(3,4,5-trimethyl-2,6-bis((R)-1-phenylethyl)phenyl)ethane-1,2-diimine CC=1C(=C(C(=C(C1C)C)[C@H](C)C1=CC=CC=C1)/N=C/C=N/C1=C(C(=C(C(=C1[C@H](C)C1=CC=CC=C1)C)C)C)[C@H](C)C1=CC=CC=C1)[C@H](C)C1=CC=CC=C1